(2R)-N-((R)-(3,4-dichloro-2-fluorophenyl)(6-(trifluoro-methyl)pyridin-3-yl)methyl)-2-methyl-3-oxopiperazine-1-carboxamide ClC=1C(=C(C=CC1Cl)[C@H](NC(=O)N1[C@@H](C(NCC1)=O)C)C=1C=NC(=CC1)C(F)(F)F)F